ClC=1C=C(C=C2C(=C(C=NC12)C#N)NCC(C)(C)C)N[C@H](C=1N=NN(C1)C1(CC1)C(F)(F)F)C=1C=2N(C=CC1)N=CC2 (S)-8-chloro-4-(neopentylamino)-6-((pyrazolo[1,5-a]pyridin-4-yl(1-(1-(trifluoromethyl)cyclopropyl)-1H-1,2,3-triazol-4-yl)methyl)amino)quinoline-3-carbonitrile